[(2S,3S)-2-(N-{2-[(tert-butoxy)carbonylamino]-3-chlorophenyl}-N-methylcarbamoyl)-5-oxopyrrolidin-3-yl]methylsulfonate C(C)(C)(C)OC(=O)NC1=C(C=CC=C1Cl)N(C(=O)[C@H]1NC(C[C@@H]1CS(=O)(=O)[O-])=O)C